CC=1OC=CC1 methyl-furane